bis(4-hydroxyphenyl)-phenylsulfonium trifluoromethanesulfonate FC(S(=O)(=O)[O-])(F)F.OC1=CC=C(C=C1)[S+](C1=CC=CC=C1)C1=CC=C(C=C1)O